ClC=1C=C(C(=NC1)CC=1N(N=C(C1)C(F)F)CC1=CC=C(C=C1)OC)F 5-chloro-2-[[5-(difluoromethyl)-2-[(4-methoxyphenyl)methyl]-pyrazol-3-yl]methyl]-3-fluoro-pyridine